5'-O-(4-trimethylsilylethynyl-4',4''-diethoxyltrityl)-thymidine C[Si](C)(C)C#CC1=CC=C(C(C2=CC=C(C=C2)OCC)(C2=CC=C(C=C2)OCC)OC[C@@H]2[C@H](C[C@@H](O2)N2C(=O)NC(=O)C(C)=C2)O)C=C1